ClC1=CC=C(C=C1)/C(=C/COC1=CC(=C(OCC(=O)OC)C=C1)C)/C1=CC=C(C=C1)C#CCNC1CC1 methyl (E)-[4-[3-(4-chlorophenyl)-3-[4-[3-(N-cyclopropylamino)propynyl]phenyl]allyloxy]-2-methyl-phenoxy]acetate